OC1=C(C=CC(=C1)O)CC1=CC=CC=C1 (2,4-dihydroxy-phenyl)-phenyl-methane